COC1=NC(=CC=C1C(=O)N1C[C@@H](CC[C@H]1C)OC1=NC=CC(=C1C)C#N)OC 2-({(3R,6R)-1-[(2,6-dimethoxypyridin-3-yl)carbonyl]-6-methylpiperidin-3-yl}oxy)-3-methylpyridine-4-carbonitrile